3-[[2-Chloro-5-(3,5-dimethyl-2,6-dioxo-4-thioxo-1,3,5-triazin-1-yl)-4-fluoro-benzoyl]amino]acrylic acid ethyl ester C(C)OC(C=CNC(C1=C(C=C(C(=C1)N1C(N(C(N(C1=O)C)=S)C)=O)F)Cl)=O)=O